9,9-dimethyl-N-phenyl-9H-fluoren-4-amine CC1(C2=CC=CC=C2C=2C(=CC=CC12)NC1=CC=CC=C1)C